ClC1=CC=C(C(=N1)C(=O)O)N[C@H](C)C1=CC(=CC=2C(N3C(=NC12)C(CC3)(C)C)=O)C (R)-6-chloro-3-((1-(3,3,7-trimethyl-9-oxo-1,2,3,9-tetrahydropyrrolo[2,1-b]quinazolin-5-yl)ethyl)amino)picolinic acid